[Cl-].OCC[N+](C(C1=CC=CC=C1)C=C)(CCCCCCCCCCCC)CCO Bis(2-hydroxyethyl)lauryl-(vinylbenzyl)ammonium chloride